6-fluoro-3,4-dihydro-quinoline-1-carboxylic acid tert-butyl ester C(C)(C)(C)OC(=O)N1CCCC2=CC(=CC=C12)F